N6-isopropyl-N1-methyl-4-phenyl-2,7-naphthyridine-1,6-diamine C(C)(C)NC=1C=C2C(=CN=C(C2=CN1)NC)C1=CC=CC=C1